C(#N)C1N(CSC1)C(CNC(=O)C1=CC=NC2=CC=C(C=C12)N1CCOCC1)=O N-(2-(4-CYANOTHIAZOLIDIN-3-YL)-2-OXOETHYL)-6-MORPHOLINOCHINOLIN-4-CARBOXAMID